CN(C1=CC=C(C=C1)C1=CC(=CC=C1)NC(N(C)CC)=O)C 3-(4'-(dimethylamino)-(1,1'-biphenyl)-3-yl)-1-ethyl-1-methylurea